1-chloro-1,1,3-trimethylhexane ClC(CC(CCC)C)(C)C